O=C1NC(CCC1N1C(C2=CC=C(C=C2C1=O)OCCOCCOCCS(=O)(=O)N1CCN(CC1)C1CCC(CC1)NC1=NC=NC2=CC=C(C=C12)C#N)=O)=O 4-(((1r,4r)-4-(4-((2-(2-(2-((2-(2,6-dioxopiperidin-3-yl)-1,3-dioxoisoindolin-5-yl)oxy)ethoxy)ethoxy)eth-yl)sulfonyl)piperazin-1-yl)cyclohexyl)amino)quinazoline-6-carbonitrile